C1(CCC1)C(C)NC(=O)[C@@H]1CN(CC[C@H]1NC(=O)C1=NOC(=C1)C1=C(C=C(C=C1)F)F)C1CCCCC1 (3R,4R)-1-cyclohexyl-4-{[5-(2,4-difluoro-phenyl)-isoxazole-3-carbonyl]-amino}-piperidine-3-carboxylic acid (1-cyclobutyl-ethyl)-amide